BrC1=NC=C(C=C1)C=1C=NN(C1)C1OCCCC1 2-bromo-5-(1-(tetrahydro-2H-pyran-2-yl)-1H-pyrazol-4-yl)pyridine